O=C1NC(C=CN1)=O 2,6-dioxo-3,6-dihydropyrimidine